trans-(+/-)-N-methyl-N-[4,5-dimethoxy-2-(1-pyrrolidinyl)-cyclohexyl]-benzo[b]-thiophene-4-acetamide CN(C(CC1=CC=CC=2SC=CC21)=O)C2C(CC(C(C2)OC)OC)N2CCCC2